methoxy-4H,5H,6H,7H-pyrazolo[1,5-a]pyridin-3-amine COC1=NN2C(CCCC2)=C1N